C(C)C1=CC2=C(C(=NN(C2=O)CC(=O)NC2=NC=C(C=N2)F)C)O1 (2-ethyl-7-methyl-4-oxofuro[2,3-d]pyridazin-5(4H)-yl)-N-(5-fluoropyrimidin-2-yl)acetamide